C(C)(C)(C)C1=NC(=NO1)C(=O)N[C@@H]1CCCCC2=C1C=CC(=C2)C2=NC(=NC=C2)NC=2C=NN(C2C)C (R)-5-(tert-butyl)-N-(2-(2-((1,5-dimethyl-1H-pyrazol-4-yl)amino)pyrimidin-4-yl)-6,7,8,9-tetrahydro-5H-benzo[7]annulen-5-yl)-1,2,4-oxadiazole-3-carboxamide